3,6-bis(4-chlorophenyl)-2,5-dihydropyrrolo[3,4-c]Pyrrole-1,4-dione ClC1=CC=C(C=C1)C=1NC(C2=C(NC(C21)=O)C2=CC=C(C=C2)Cl)=O